BrC=1C(=CC2=C(N(CC(N(S2(=O)=O)C)CCCC)C2=CC=CC=C2)C1)Br 7,8-dibromo-3-butyl-2-methyl-5-phenyl-2,3,4,5-tetrahydrobenzo[f][1,2,5]-thiadiazepine 1,1-dioxide